The molecule is the parent structure of the family of 1,2-naphthoquinones, in which the oxo groups of the quinone moiety are at positions 1 and 2 of the naphthalene ring. It is a metabolite of naphthalene and is found in diesel exhaust particles. It has a role as a carcinogenic agent and an aryl hydrocarbon receptor agonist. It derives from a hydride of a naphthalene. C1=CC=C2C(=C1)C=CC(=O)C2=O